COC(C1=C(N=CC(=C1)N)C1CCC(CC1)(F)F)=O 5-amino-2-(4,4-difluorocyclohexyl)nicotinic acid methyl ester